5-heptene-2-carboxylic acid tert-butyl ester C(C)(C)(C)OC(=O)C(C)CCC=CC